COC=1C=C(C=CC1OC)C(COC(=O)C1CCN(CC1)C(CNC(C1=CC=CC=C1)=O)=O)=O 1-(2-benzoylaminoacetyl)piperidine-4-carboxylic acid 2-(3,4-dimethoxyphenyl)-2-oxoethyl ester